CC1=CC=C(C=C1)S(=O)(=O)[O-].[K+] potassium p-toluenesulfonate salt